2-((2-(4-bromo-1-(2,2,2-trifluoroethyl)-1H-indol-2-yl)thiazol-5-yl)methyl)isoindoline-1,3-dione BrC1=C2C=C(N(C2=CC=C1)CC(F)(F)F)C=1SC(=CN1)CN1C(C2=CC=CC=C2C1=O)=O